3-(1-oxo-5-(((1S,2S)-2-(3-(piperidin-3-yl)azetidin-1-yl)cyclohexyl)oxy)isoindolin-2-yl)piperidine-2,6-dione O=C1N(CC2=CC(=CC=C12)O[C@@H]1[C@H](CCCC1)N1CC(C1)C1CNCCC1)C1C(NC(CC1)=O)=O